CC1=NC=CC(=C1)N1C2=NC(=NC(=C2N=C1)O)N1CCOCC1 9-(2-methylpyridin-4-yl)-2-morpholino-9H-purin-6-ol